methyl 2-(4-(difluoromethyl)-1-oxo-6-(trifluoromethyl)phthalazin-2(1H)-yl)acetate FC(C1=NN(C(C2=CC=C(C=C12)C(F)(F)F)=O)CC(=O)OC)F